COC1=CC=C(CN(C2=NC=NN3C2=NC=C3C=3C=NN(C3)C=3C=C(C=CC3C)NC(=O)C=3N=NC=C(C3)C(F)(F)F)CC3=CC=C(C=C3)OC)C=C1 N-(3-(4-(4-(bis(4-methoxybenzyl)amino)imidazo[2,1-f][1,2,4]triazin-7-yl)-1H-pyrazol-1-yl)-4-methylphenyl)-5-(trifluoromethyl)pyridazine-3-carboxamide